methyloxidanamine hydrochloride Cl.CON